NC1=C(C=CC(=C1F)NCC1=CC=NC=C1)NC(CCCCCCC)=O N-(2-amino-3-fluoro-4-((pyridin-4-ylmethyl)amino)phenyl)octanamide